tert-butyl (S)-2-(4-(7-((3-(piperidin-1-yl)propyl)carbamoyl)benzo[d]imidazo[2,1-b]thiazol-2-yl)phenyl)pyrrolidine-1-carboxylate N1(CCCCC1)CCCNC(=O)C1=CC2=C(N3C(S2)=NC(=C3)C3=CC=C(C=C3)[C@H]3N(CCC3)C(=O)OC(C)(C)C)C=C1